ClC1=C(C=CC(=C1)C(F)(F)F)I 2-chloro-1-iodo-4-(trifluoromethyl)benzene